4'-amino-4-chloro-4''-(3-isopropylureido)-[1,1':3',1''-terphenyl]-5'-carboxamide NC1=C(C=C(C=C1C(=O)N)C1=CC=C(C=C1)Cl)C1=CC=C(C=C1)NC(=O)NC(C)C